C1(=CC=CC=C1)C=1N=CC2=C(N1)CN(CC2)C(C=C)=O 1-(2-phenyl-5,8-dihydropyrido[3,4-d]pyrimidin-7(6H)-yl)prop-2-en-1-one